potassium (((1R,4R)-5-(tert-butoxycarbonyl)-2,5-diazabicyclo[2.2.1]heptan-2-yl)methyl)trifluoroborate C(C)(C)(C)OC(=O)N1[C@H]2CN([C@@H](C1)C2)C[B-](F)(F)F.[K+]